N,N-Dimethyl-N'-[(1s,4s)-4-[2-(methylsulfanyl)-7-oxo-5-[2-(triisopropylsilyl)ethynyl]pyrido[2,3-d]pyrimidin-8-yl]cyclohexyl]succinamide CN(C(CCC(=O)NC1CCC(CC1)N1C(C=C(C2=C1N=C(N=C2)SC)C#C[Si](C(C)C)(C(C)C)C(C)C)=O)=O)C